6'-chloro-1'H,4'H-spiro[piperidine-4,3'-quinolin]-2'-one ClC=1C=C2CC3(C(NC2=CC1)=O)CCNCC3